COC(NC1=NC2=C(N1C(NCCCC)=O)C=CC=C2)=O methyl-1-(butylcarbamoyl)-2-benzimidazolecarbamate